CC=1SC2=C(N(C=3C(N(N=CC32)CC3=NC(=CC=C3)C)=O)C)N1 2,4-Dimethyl-6-((6-methylpyridin-2-yl)methyl)-4,6-dihydro-5H-thiazolo[5',4':4,5]pyrrolo[2,3-d]pyridazin-5-one